BrC1=NN(C(=C1)C(=O)N(C)C1=C(C=C(C=C1C(NN(CC)CC)=S)Cl)Cl)C1=NC=CC=C1Cl 3-bromo-1-(3-chloropyridin-2-yl)-N-(2,4-dichloro-6-(diethylaminothiocarbamoyl)phenyl)-N-methyl-1H-pyrazole-5-carboxamide